(R)-N-((R)-2-(difluoromethoxy)-1-(3-(difluoromethoxy)phenyl)ethyl)-3-(1-fluorocyclopropyl)-3-hydroxybutyramide FC(OC[C@@H](C1=CC(=CC=C1)OC(F)F)NC(C[C@@](C)(O)C1(CC1)F)=O)F